C(OCC(C)C)(OC=1C(=NC=CC1OC)C(N[C@@H](C)C1=NOC(=N1)C1=CC=C(C=C1)C(C)C)=O)=O (S)-isobutyl (2-((1-(5-(4-isopropylphenyl)-1,2,4-oxadiazol-3-yl)ethyl)carbamoyl)-4-methoxypyridin-3-yl) carbonate